ClC1=C(C=C(C=C1)F)[C@H]1NC(C2=C3C(=CC(=C12)NC(=O)N1C[C@@](C2=CC(=CC=C12)F)(C(F)(F)F)O)OCCO3)=O (S)-N-((S)-7-(2-chloro-5-fluorophenyl)-9-oxo-2,3,8,9-tetrahydro-7H-[1,4]dioxino[2,3-e]isoindol-6-yl)-5-fluoro-3-hydroxy-3-(trifluoromethyl)indoline-1-carboxamide